Methyl (R)-1-acetylpiperazine-2-carboxylate C(C)(=O)N1[C@H](CNCC1)C(=O)OC